ClC1=C(C=C2C(=NN=C(C2=C1)N1CCN(CC1)C(C=C)=O)OC1=CC=CC=C1)C1=C(C=CC=C1O)F 1-(4-(7-chloro-6-(2-fluoro-6-hydroxyphenyl)-4-phenoxy-1-phthalazinyl)-1-piperazinyl)-2-propen-1-one